BrC=1C=C(C=CC1OC)O 3-bromo-4-methoxy-phenol